[Mn].CC(C)(C(CC(C(C)(C)C)=O)=O)C.CC(C)(C(CC(C(C)(C)C)=O)=O)C.CC(C)(C(CC(C(C)(C)C)=O)=O)C tris(2,2,6,6-tetramethyl-3,5-heptanedione) manganese